2-[[5-ethylsulfanyl-6-[7-(trifluoromethyl)imidazo[1,2-a]pyridin-2-yl]-3-pyridinyl]oxy]-2-methyl-propionitrile C(C)SC=1C=C(C=NC1C=1N=C2N(C=CC(=C2)C(F)(F)F)C1)OC(C#N)(C)C